N=CCC[Si](OC)(OC)OC iminopropyl-trimethoxysilane